C1=CC2=NC=NC=C2NN=C1 pyrimidodiazepine